COC1=C(C2=C(C=C[C@@H](O2)C3CC3)C(=C1)CC4=CN=C(N=C4N)N)OC The molecule is a 5-[(2-cyclopropyl-7,8-dimethoxy-2H-chromen-5-yl)methyl]pyrimidine-2,4-diamine in which the chiral centre has S configuration. It has a role as an EC 1.5.1.3 (dihydrofolate reductase) inhibitor and an antibacterial drug. It is an enantiomer of a (R)-iclaprim.